ClC=1C=CC(=C(C1)N1N=C(C=2C=NC(=CC21)C=2C=NN1C2N=CC=C1)C(=O)N1CCS(CC1)(=O)=O)OC(F)F (1-(5-chloro-2-(difluoromethoxy)phenyl)-6-(pyrazolo[1,5-a]pyrimidin-3-yl)-1H-pyrazolo[4,3-c]pyridin-3-yl)(1,1-dioxidothiomorpholino)methanone